C=CCC=CC 1,4-Hexadien